sodium rel-(3S,5R,E)-7-(3-(4-fluorophenyl)-1-isopropyl-7-methyl-1H-indol-2-yl)-3,5-dihydroxyhept-6-enoate FC1=CC=C(C=C1)C1=C(N(C2=C(C=CC=C12)C)C(C)C)/C=C/[C@@H](C[C@@H](CC(=O)[O-])O)O.[Na+] |o1:22,24|